5-(4-(methylsulfonyl)phenyl)-[1,2,4]triazolo[1,5-a]pyridin-2-amine CS(=O)(=O)C1=CC=C(C=C1)C1=CC=CC=2N1N=C(N2)N